(7-(Difluoromethyl)-2-(4'-fluoro-2'-(4-methyl-4H-1,2,4-triazol-3-yl)-[1,1'-biphenyl]-3-yl)benzo[d]oxazol-5-yl)methanol FC(C1=CC(=CC=2N=C(OC21)C=2C=C(C=CC2)C2=C(C=C(C=C2)F)C2=NN=CN2C)CO)F